FC=1C=C(OCC=2N=C3N(C=C(C=N3)C=3C=NC(=CC3)C(F)(F)F)C2)C=CC1 2-[(3-fluorophenoxy)methyl]-6-[6-(trifluoromethyl)-3-pyridyl]imidazo[1,2-a]pyrimidine